6-(3-ethoxyphenyl)-2-oxo-3H-imidazo[4,5-b]pyridin C(C)OC=1C=C(C=CC1)C=1C=C2C(=NC1)NC(N2)=O